6-fluoro-5-[4-[(5-fluoro-2-methyl-3-oxo-4H-quinoxalin-6-yl)methyl]Piperazin-1-yl]Pyridine-2-carboxylic acid methyl ester COC(=O)C1=NC(=C(C=C1)N1CCN(CC1)CC=1C(=C2NC(C(=NC2=CC1)C)=O)F)F